O1[C@H](CCC1)C(=O)NN (R)-tetrahydrofuran-2-carboxylic acid hydrazide